3-ethoxypyridin-4-one C(C)OC1C=NC=CC1=O